C(C)(C)(C)OC(=O)C1C2C=CC(C1C(=O)OC(C)(C)C)C2 5,6-bis(t-butoxycarbonyl)bicyclo[2.2.1]Hept-2-ene